(R)-N-(1-(3-(5-(hydroxy(4-isopropylphenyl)(3-methylazetidin-3-yl)methyl)pyridin-3-yl)-1,2,4-oxadiazol-5-yl)cyclopropyl)acetamide-2,2,2-d3, hydrochloride salt Cl.O[C@@](C=1C=C(C=NC1)C1=NOC(=N1)C1(CC1)NC(C([2H])([2H])[2H])=O)(C1(CNC1)C)C1=CC=C(C=C1)C(C)C